OC1=C(CNCCNCC2=C(C=CC(=C2)S(=O)(=O)O)O)C=C(C=C1)S(=O)(=O)O N,N'-bis(2-hydroxy-5-sulfobenzyl)ethylenediamine